(2R,3R,4R,5R)-2-((2-cyclohexylacetoxy)methyl)-4-fluoro-4-methyl-5-(6-(methylamino)-2-propionamido-9H-purin-9-yl)tetrahydrofuran-3-yl propionate C(CC)(=O)O[C@@H]1[C@H](O[C@H]([C@]1(C)F)N1C2=NC(=NC(=C2N=C1)NC)NC(CC)=O)COC(CC1CCCCC1)=O